3-((2-methoxy-4-nitrophenoxy)methyl)-1H-pyrazole COC1=C(OCC2=NNC=C2)C=CC(=C1)[N+](=O)[O-]